C1(CC1)C1=C(C(=NO1)C1=C(C=CC=C1)C)C(=O)O 5-cyclopropyl-3-(2-methylphenyl)-1,2-oxazole-4-carboxylic acid